NCCN1C2=NC(=NC=C2N=C1NC1=CC(=CC(=C1)C(F)(F)F)Cl)NC(C)(C)C 9-(2-aminoethyl)-N2-tert-butyl-N8-(3-chloro-5-(trifluoromethyl)phenyl)-9H-purine-2,8-diamine